1-amino-3,6,9,12,15,18-hexaoxa-eicosane NCCOCCOCCOCCOCCOCCOCC